C1(=CC=CC=C1)C1CCCC2=CC=CC=C12 1-phenyltetralin